CC1(NC2(CC2)CC(C1)N1N=NC2=C1N=NC(=C2)C2=CC1=C(N=C(S1)C)C=C2O)C 6-[3-(5,5-dimethyl-4-azaspiro[2.5]oct-7-yl)-3H-[1,2,3]triazolo[4,5-c]pyridazin-6-yl]-2-methyl-1,3-benzothiazol-5-ol